2,3-Dihydrobenzo[b][1,4]dioxine-6-sulfonyl azide O1C2=C(OCC1)C=C(C=C2)S(=O)(=O)N=[N+]=[N-]